C(C1=CC=CC=C1)NC1=NC(=NN2C1=CC=C2C=2C=NC=NC2)Cl N-benzyl-2-chloro-7-(pyrimidin-5-yl)pyrrolo[2,1-f][1,2,4]triazin-4-amine